2-tert-butyl-4,6-dichloro-1,3,5-triazine C(C)(C)(C)C1=NC(=NC(=N1)Cl)Cl